COC1=NN(C=C1NC1=NC=CC(=N1)C1=CNC2=C(C=CC=C12)NC(C(CC)N1CCN(CC1)C)=O)C N-(3-{2-[(3-Methoxy-1-methyl-1H-pyrazol-4-yl)amino]pyrimidin-4-yl}-1H-indol-7-yl)-2-(4-methylpiperazin-1-yl)butanamide